C[C@]12C[C@H](N([C@@H]2C1)C(=O)OC(C)(C)C)C(NC=1C(N(C=CC1)C1=NC=CC=C1)=O)=O tert-Butyl (1R,3S,5R)-5-methyl-3-({2-oxo-[1,2'-bipyridine]-3-yl}carbamoyl)-2-azabicyclo[3.1.0]hexane-2-carboxylate